N1C=CC=2C1=NC=C(C2)OC2=C(C(=O)O)C=CC(=C2)N2CCC1(CC(C1)N1C(CN(CC1)C(C)C)C1=C(C=CC=C1)C(C)C)CC2 2-((1H-pyrrolo[2,3-b]pyridin-5-yl)oxy)-4-(2-(4-isopropyl-2-(2-isopropylphenyl)piperazin-1-yl)-7-azaspiro[3.5]nonan-7-yl)benzoic acid